7-hydroxy-5-methyl-1-phenyl-9-(1H-tetrazol-5-yl)-2-(2,2,2-trifluoroethyl)-1,2,3,4,4a,5-hexahydrodipyrido[1,2-b:2',1'-f][1,2,4]triazine-6,8-dione OC=1C(C(=CN2N3C(N(C(C21)=O)C)CCC(C3C3=CC=CC=C3)CC(F)(F)F)C3=NN=NN3)=O